C(C)(C)C1=C(C=C(C=C1)C)N1/C(/SCC1=O)=N/N=C/C1=CC=C(C=C1)C1=NN(C(=N1)N1C(C2=CC=C(C=C2CC1)OC(F)(F)F)=O)C (2Z)-3-(2-isopropyl-5-methyl-phenyl)-2-[(E)-[4-[1-methyl-5-[1-oxo-6-(trifluoromethoxy)-3,4-dihydroisoquinolin-2-yl]-1,2,4-triazol-3-yl]phenyl]methylenehydrazono]thiazolidin-4-one